N-((3aR,4S,7S,8R,8aR)-4-(13-((2,4-dinitrophenyl)amino)-2,5,8,11-tetraoxatridecyl)-2,2-dimethylhexahydro-4,7-epoxy[1,3]dioxolo[4,5-d]oxepin-8-yl)-2,2,2-trifluoroacetamide [N+](=O)([O-])C1=C(C=CC(=C1)[N+](=O)[O-])NCCOCCOCCOCCOC[C@@]12[C@H]3[C@@H]([C@H]([C@@H](OC1)O2)NC(C(F)(F)F)=O)OC(O3)(C)C